FC1([C@H]2CC(C[C@@H]12)NC(=O)NCC1=CC(=NC=C1)OCC(F)(F)F)F 1-[(1R,3s,5S)-6,6-difluoro-3-bicyclo[3.1.0]hexanyl]-3-[[2-(2,2,2-trifluoroethoxy)pyridin-4-yl]methyl]urea